(3aR,6aS)-hexahydrocyclopenta[c]pyrrole-2(1H)-sulfonamide C1N(C[C@H]2[C@@H]1CCC2)S(=O)(=O)N